(S)- or (R)-2-(4-(difluoromethyl)-2,6-diisopropylphenyl)-N-(3-fluoro-5-(2-hydroxypropan-2-yl)thiophen-2-ylsulfonimidoyl)acetamide FC(C1=CC(=C(C(=C1)C(C)C)CC(=O)N[S@@](=O)(=N)C=1SC(=CC1F)C(C)(C)O)C(C)C)F |o1:15|